BrC1=C(C(=CC2=C(C=CC=C12)Cl)NS(=O)(=O)C1=CC=C(C=C1)C)C(=O)C1=C(C=CC(=C1)F)Cl N-{4-bromo-8-chloro-3-[(2-chloro-5-fluorophenyl)carbonyl]-2-naphthyl}-4-methylbenzenesulfonamide